isopropylidene-D-fructose C(C)(C)=C(O)C(=O)[C@@H](O)[C@H](O)[C@H](O)CO